C(C)(C)(C)OC(=O)N[C@H](C(=O)N[C@H](C(=O)NC1=CC(=C(C(=O)NCCC[C@@H](C(=O)OC)NC(C2=CC=C(C=C2)CCC=2N=C3C(=NC(=NC3=NC2)N)N)=O)C=C1)C=1N=NNN1)C)C(C)C Methyl (S)-5-(4-((S)-2-((S)-2-((tert-butoxycarbonyl)amino)-3-methylbutanamido)propanamido)-2-(2H-tetrazol-5-yl)benzamido)-2-(4-(2-(2,4-diaminopteridin-6-yl)ethyl)benzamido)pentanoate